CC1(CNS(C=2N1C(C=C(C2C2=CC(=CC=C2)C(F)(F)F)CC2=CC=CC1=CC=CC=C21)=O)(=O)=O)C(=O)OC Methyl 4-methyl-8-(naphthalen-1-ylmethyl)-6-oxo-9-(3-(trifluoromethyl)phenyl)-3,4-dihydro-2H,6H-pyrido[1,2-e][1,2,5]thiadiazine-4-carboxylate 1,1-dioxide